[4-fluoropyrrolidin-3-yl]-4-(8-iodo-5-quinolyl)-6-methyl-morpholine-2-carboxamide FC1C(CNC1)C1N(CC(OC1C(=O)N)C)C1=C2C=CC=NC2=C(C=C1)I